CC=1N=C(SC1C=1C=NC(=C(C1)S(=O)(=O)C(F)(F)F)OC)NC(=O)N1[C@@H](CCC1)C(=O)N (2S)-1-(4-methyl-5-(5-trifluoromethanesulfonyl-6-methoxypyridin-3-yl)-1,3-thiazol-2-ylcarbamoyl)prolinamide